4-methyl-3-(trimethylstannyl)-1-(triphenylmethyl)-1H,4H,5H-pyrazolo[4,3-b]pyridin-5-one CN1C2=C(C=CC1=O)N(N=C2[Sn](C)(C)C)C(C2=CC=CC=C2)(C2=CC=CC=C2)C2=CC=CC=C2